ClC=1C=C(CNC(=O)C=2N=CN(C2)C2=NC(=NC=C2C)N[C@@H]2COCC2)C=CC1 (S)-N-(3-chlorobenzyl)-1-(5-methyl-2-((tetrahydrofuran-3-yl)amino)-pyrimidin-4-yl)-1H-imidazole-4-carboxamide